C[C@@]1(CC(=O)C2=C(C=C(C=C2O1)O)O)[C@H]3CCC(=O)O3 The molecule is an organic heterobicyclic compound that is 2,3-dihydro-4H-chromen-4-one substituted by hydroxy groups at positions 5 and 7, a methyl group at position 2 and a 5-oxotetrahydrofuran-2-yl group at position 2. Isolated from the endophytic fungus Microdiplodia species, it exhibits antibacterial activity. It has a role as a metabolite and an antibacterial agent. It is a chromanone, an organic heterobicyclic compound, a butan-4-olide and a member of resorcinols.